N-(2-(1H-Benzo[d]imidazol-5-yl)ethyl)-11-(5,8,11-trioxa-2-azadodecyl)-8,8-dimethyl-7,10-dihydro-8H-pyrano[3'',4'':5',6']pyrido[3',2':4,5]thieno[3,2-d]pyrimidin-4-amine N1C=NC2=C1C=CC(=C2)CCNC=2C1=C(N=CN2)C2=C(S1)N=C1C(=C2CNCCOCCOCCOC)COC(C1)(C)C